piperidine-4-carboxylic acid allyl ester hydrochloride Cl.C(C=C)OC(=O)C1CCNCC1